2-tert.Butyl-1,4-dibromobenzene C(C)(C)(C)C1=C(C=CC(=C1)Br)Br